NC(C(=O)O)C(O)C1=CC(=C(C=C1)O)O 2-amino-3-(3,4-dihydroxyphenyl)-3-hydroxypropanoic acid